C(CCCCC)OC1=CC(=CC(=C1)N)N hexyloxy-3,5-diaminobenzene